IC1=CN(C=2N=CN=C(C21)N2C[C@H](N(C[C@@H]2C)C(=O)OC(C)(C)C)C)S(=O)(=O)C2=CC=C(C)C=C2 Tert-Butyl (2R,5S)-4-(5-iodo-7-tosyl-7H-pyrrolo[2,3-d]pyrimidin-4-yl)-2,5-dimethylpiperazine-1-carboxylate